C1(=CC=CC=2C3=CC=CC=C3C=CC12)[Si](OCC)(OCC)OCC phenanthryl-triethoxysilane